(3-(4-methylphenyl)-4,5-dihydro-1H-pyrazol-4-yl)-4-methylpiperazin-2-one CC1=CC=C(C=C1)C1=NNCC1N1C(CN(CC1)C)=O